BrC=1C=C(C(=C(C1)N1C(CCC1CO[Si](C)(C)C(C)(C)C)=O)[N+](=O)[O-])F 1-(5-bromo-3-fluoro-2-nitrophenyl)-5-(((tert-butyldimethylsilyl)oxy)methyl)pyrrolidin-2-one